[Na].C(CCCCCCCCCCCCCCCCC)(=O)OC[C@@H](OC(CCCCCCCCCCCCCCCCC)=O)COP(=O)(O)OCCN 1,2-distearoyl-sn-glycero-3-phosphoethanolamine sodium salt